N1=CC=CC2=CC(=CC=C12)N quinolin-6-amine